tert-butyl N-[1-[2-[4-[[4-[2-(2,6-dioxo-3-piperidyl)-1-oxo-isoindolin-5-yl]-4-hydroxy-1-piperidyl]methyl]phenyl]ethylsulfonyl]-4-piperidyl]carbamate O=C1NC(CCC1N1C(C2=CC=C(C=C2C1)C1(CCN(CC1)CC1=CC=C(C=C1)CCS(=O)(=O)N1CCC(CC1)NC(OC(C)(C)C)=O)O)=O)=O